8-Oxo-8-{[2-(pent-4-en-1-yl)hept-6-en-1-yl]oxy}octanoic acid O=C(CCCCCCC(=O)O)OCC(CCCC=C)CCCC=C